Cl.NC(C(=O)N1CCN(CC1)C(=O)NC1=NC(N(C=C1)C1=CC=C(C=C1)CN1CCC(CC1)(O)CN)=O)(C)C 4-(2-Amino-2-methylpropanoyl)-N-[1-(4-{[4-(aminomethyl)-4-hydroxypiperidin-1-yl]methyl}phenyl)-2-oxo-1,2-dihydropyrimidin-4-yl]piperazine-1-carboxamide hydrochloride salt